1-(4-amino-5-bromo-8-methyl-8,9-dihydropyrazino[1',2':1,5]pyrrolo[2,3-d]pyrimidin-7(6H)-yl)propan-1-one NC=1C2=C(N=CN1)N1C(=C2Br)CN(C(C1)C)C(CC)=O